FC1(CC(C1)CNC1CCC(CC1)CS(=O)(=O)N1[C@H]2CC(C[C@@H]1CC2)NC(=O)C2=NOC(=C2)[C@@H]2[C@H](C2)F)F N-((1R,3R,5S)-8-((((1r,4R)-4-(((3,3-difluorocyclobutyl)methyl)amino)cyclohexyl)methyl)sulfonyl)-8-azabicyclo[3.2.1]octan-3-yl)-5-((1R,2S)-2-fluorocyclopropyl)isoxazole-3-carboxamide